COC=1C(=NC=CN1)N 3-methoxypyrazin-2-amine